3,4-dichlorophenylthiourea ClC=1C=C(C=CC1Cl)NC(=S)N